3-[(3-acetamidopropyl)amino]Propionamide C(C)(=O)NCCCNCCC(=O)N